FC1=C(C(=CC=C1)C)C=1C=C(C=2C=C(N=CC2C1)N)NCC1CN(C1)C 7-(2-fluoro-6-methyl-phenyl)-N5-[(1-methylazetidin-3-yl)methyl]isoquinoline-3,5-diamine